C(C#C)N(C1=CC=C(C#N)C=C1)N1C=NN=C1 4-(prop-2-yn-1-yl-(4H-1,2,4-triazol-4-yl)amino)benzonitrile